COC=1C=C(C=CC1OC)C=1OC2=CC(=C(C(=C2C(C1)=O)O)OC)OCCCCN1CCN(CC1)CC 2-(3,4-dimethoxyphenyl)-7-(4-(4-ethylpiperazin-1-yl)butoxy)-5-hydroxy-6-methoxy-4H-chromen-4-one